C(#CC)C(C1=CC=CC=C1)(C#CC)C#CC tripropynyltoluene